4-tribromomethylsulfonylnaphthalen-1-amine BrC(S(=O)(=O)C1=CC=C(C2=CC=CC=C12)N)(Br)Br